rac-(2R,5S)-1-Ethyl-2-methyl-5-phenyl-piperazine C(C)N1[C@@H](CN[C@H](C1)C1=CC=CC=C1)C |r|